2-azaspiro[3.3]-heptane C1NCC12CCC2